tert-butyl 3-(1-methyl-7-methylsulfanyl-2-oxo-4H-pyrimido[4,5-d]pyrimidin-3-yl)azetidine-1-carboxylate CN1C(N(CC=2C1=NC(=NC2)SC)C2CN(C2)C(=O)OC(C)(C)C)=O